CS(=O)(=O)OCCC1CNC(CC2=C1NC=1C(=C(C=C(C21)Br)Cl)Cl)=O 2-(10-Bromo-7,8-dichloro-2-oxo-1,2,3,4,5,6-hexahydroazepino[4,5-b]indol-5-yl)ethyl methanesulfonate